O[C@H](COC=1C=C(C=CC1)S(=O)(=O)NC)CN[C@@H]1COC2(C1)CCN(CC2)S(=O)(=O)C2=CC(=CC=C2)C=2C=NN(C2)C 3-((S)-2-hydroxy-3-((S)-8-(3-(1-methyl-1H-pyrazol-4-yl)phenylsulfonyl)-1-oxa-8-azaspiro[4.5]dec-3-ylamino)propoxy)-N-methylbenzenesulfonamide